ClC(C1=NC(=NO1)C=1C=CC(=NC1)CP(NCC(C)C)(=O)C)(F)F P-((5-(5-(chlorodifluoromethyl)-1,2,4-oxadiazol-3-yl)pyridin-2-yl)methyl)-N-isobutyl-P-methylphosphinic amide